N-(4-amino-2-hydroxylbutyl)tetradecanamide NCCC(CNC(CCCCCCCCCCCCC)=O)O